OC[C@H](C(=O)N1CC2=NN(C=C2C1)S(=O)(=O)C=1C=NN(C1)CC(F)(F)F)C1=CC=CC=C1 (2R)-3-hydroxy-2-phenyl-1-{2-[1-(2,2,2-trifluoroethyl)pyrazol-4-ylsulfonyl]-4H,6H-pyrrolo[3,4-c]pyrazol-5-yl}propan-1-one